C(C=C)N(CC=C)CP(O)(O)=O diallylaminomethyl-phosphonic acid